S1C(N=C2C1=CC=CC=C2)N cyclohepta[d][1,3]Thiazol-2-amine